2-cinnamoyl-1,3-diphenylpropane-1,3-dione C(C=CC1=CC=CC=C1)(=O)C(C(=O)C1=CC=CC=C1)C(=O)C1=CC=CC=C1